1-(5-ethoxypyridin-2-yl)-6-methyl-2-oxopyridine-3-carboxamide C(C)OC=1C=CC(=NC1)N1C(C(=CC=C1C)C(=O)N)=O